FC(C1=CC=C(CN(C)CCO)C=C1)(F)F 2-(N-(4-(trifluoromethyl)benzyl)-N-methylamino)ethanol